3-chloro-4-(4-(diethylamino)-2,4-dimethylpyrrolidin-1-yl)-N-(2,4-dimethoxybenzyl)-2,6-difluoro-N-(6-fluoropyridin-2-yl)benzenesulfonamide ClC=1C(=C(C(=CC1N1C(CC(C1)(C)N(CC)CC)C)F)S(=O)(=O)N(C1=NC(=CC=C1)F)CC1=C(C=C(C=C1)OC)OC)F